2-[4-(2-methyl-1H-imidazol-5-yl)-1,3-thiazol-2-yl]guanidine CC=1NC(=CN1)C=1N=C(SC1)N=C(N)N